FC1=CC=C(C=N1)C(C)O 1-(6-fluoropyridin-3-yl)ethan-1-ol